FC1=C(C=CC(=C1)O)O 2-fluoro-1,4-benzenediol